C(C)(C)(C)OC(=O)N1CCC(=CC1)C=1C=C(C2=C(N(C(=N2)C2=CC=C(C=C2)S(=O)(=O)C)C)C1)C 4-(1,4-dimethyl-2-(4-(methylsulfonyl)phenyl)-1H-benzo[d]imidazol-6-yl)-3,6-dihydropyridine-1(2H)-carboxylic acid tert-butyl ester